C(#N)CCN1C[C@H]([C@H](CC1)C)N(C1=C2C(=NC=C1C(=O)OCC)NC=C2)C ethyl 4-(((3S,4S)-1-(2-cyanoethyl)-4-methylpiperidin-3-yl)(methyl)amino)-1H-pyrrolo[2,3-b]pyridine-5-carboxylate